BrNCCNBr dibromoethylenediamine